CC([C@@H](C(=O)N1[C@@H]([C@H]2C([C@H]2C1)(C)C)C(=O)O)NC1=NC=CC=N1)(C)C (1R,2S,5S)-3-[(2S)-3,3-dimethyl-2-(pyrimidin-2-ylamino)butanoyl]-6,6-dimethyl-3-azabicyclo[3.1.0]hexane-2-carboxylic acid